C(C)(C)C1=CC2=C(C=N1)CCC2 3-isopropyl-6,7-dihydro-5H-cyclopenta[c]pyridine